CC1CNC2=CC=CC=C12 3-methylindoline